4-(3-(2,6-dioxopiperidin-3-yl)-1-methyl-1H-indazol-7-yl)piperazin O=C1NC(CCC1C1=NN(C2=C(C=CC=C12)N1CCNCC1)C)=O